5-iodo-7-(pyridin-3-yl)-7H-pyrrolo[2,3-d]pyrimidin-4-amine IC1=CN(C=2N=CN=C(C21)N)C=2C=NC=CC2